(2S)-2-((3S)-2-hydroxy-5-oxo-3-propyl-4-tosylpyrrolidin-1-yl)butanamide OC1N(C(C([C@H]1CCC)S(=O)(=O)C1=CC=C(C)C=C1)=O)[C@H](C(=O)N)CC